N-[(6-Amino-2-pyridyl)sulfonyl]-6-(3-fluoro-5-isobutoxyphenyl)-2-(2,2,5-trimethyl-1-piperidyl)pyridin-3-carboxamid NC1=CC=CC(=N1)S(=O)(=O)NC(=O)C=1C(=NC(=CC1)C1=CC(=CC(=C1)OCC(C)C)F)N1C(CCC(C1)C)(C)C